propan-2-yl-1,1,1,3,3,3-d6 (S)-6-diazo-2-((S)-2-(methoxy-d3)-4-(methylthio) butanamido)-5-oxohexanoate [N+](=[N-])=CC(CC[C@@H](C(=O)OC(C([2H])([2H])[2H])C([2H])([2H])[2H])NC([C@H](CCSC)OC([2H])([2H])[2H])=O)=O